divinyltetrakis(trimethylsiloxy)disiloxane C[Si](C)(C)O[Si](C=C)(C=C)O[Si](O[Si](C)(C)C)(O[Si](C)(C)C)O[Si](C)(C)C